9-Ethyl-6,6-dimethyl-11-oxo-8-(4-pyrrolidin-1-yl-piperidin-1-yl)-6,11-dihydro-5H-benzo[b]carbazole-3-carbonitrile C(C)C1=CC2=C(C(C=3NC4=CC(=CC=C4C3C2=O)C#N)(C)C)C=C1N1CCC(CC1)N1CCCC1